Tert-butyl 4-[4-chloro-2-(5-fluoro-2-pyridyl)-1H-imidazol-5-yl]piperidine-1-carboxylate ClC=1N=C(NC1C1CCN(CC1)C(=O)OC(C)(C)C)C1=NC=C(C=C1)F